COC=1C=C(CN2N=CC(=C2)NC2=NC(=NC=C2)C2=CC=C(C=C2)N2C(NCC2)=O)C=C(C1)OC 1-(4-(4-((1-(3,5-dimethoxybenzyl)-1H-pyrazol-4-yl)amino)pyrimidin-2-yl)phenyl)imidazolidin-2-one